C1=C(C=CC2=CC=CC=C12)NC(CC(=O)OCC)=O ethyl 3-(naphthalen-2-ylamino)-3-oxopropanoate